2-methyl-9-(n-butoxycarbonyloxy)anthracene CC1=CC2=C(C3=CC=CC=C3C=C2C=C1)OC(=O)OCCCC